17R,18S-Epoxy-5Z,8Z,11Z,14Z-icosatetraenoic acid CC[C@H]1[C@H](O1)C/C=C\C/C=C\C/C=C\C/C=C\CCCC(=O)O